C(C1=CC=CC=C1)(=O)OC1=C(C=C(C(=C1)C)C(C)(C)C)OC(C1=CC=CC=C1)=O 5-methyl-4-tert-butyl-1,2-phenylene dibenzoate